1-((tert-butyldimethylsilyl)oxy)propan [Si](C)(C)(C(C)(C)C)OCCC